N-[(2-cyanophenyl)methyl]carbamic acid tert-butyl ester C(C)(C)(C)OC(NCC1=C(C=CC=C1)C#N)=O